6-chloro-2-ethyl-nicotinaldehyde ClC1=NC(=C(C=O)C=C1)CC